4-chloro-6,7-dimethoxy-2-phenylquinazoline ClC1=NC(=NC2=CC(=C(C=C12)OC)OC)C1=CC=CC=C1